(S)-2-amino-2-cyclohexyl-1-(4-(3,3-difluoroazetidin-1-yl)piperidin-1-yl)ethan-1-one hydrochloride Cl.N[C@H](C(=O)N1CCC(CC1)N1CC(C1)(F)F)C1CCCCC1